ClC1=NC(=NC(=C1)O[C@@H](C)[C@H]1N(C[C@@H](C1)F)C)C1=CC(=NO1)C(C)(C)C1=C(C=CC=C1F)F 4-chloro-2-{3-[2-(2,6-difluorophenyl)propan-2-yl]-1,2-oxazol-5-yl}-6-[(1S)-1-[(2S,4R)-4-fluoro-1-methylpyrrolidin-2-yl]ethoxy]pyrimidine